O1CCCC12CCN(CC2)C2=CC=C(C=N2)S(=O)(=O)N2CCC(CC2)N(C)CC2=CC=CC=C2 1-((6-(1-Oxa-8-azaspiro[4.5]decan-8-yl)pyridin-3-yl)sulfonyl)-N-benzyl-N-methylpiperidin-4-amine